1-isopropyl-3-(4-(trifluoromethyl)pyridin-2-yl)-1,3,8-triazaspiro[4.5]decane-2,4-dione hydrochloride Cl.C(C)(C)N1C(N(C(C12CCNCC2)=O)C2=NC=CC(=C2)C(F)(F)F)=O